(1,3-Dioxolane-2-yl)piperidine-1-carboxylic acid benzyl ester C(C1=CC=CC=C1)OC(=O)N1C(CCCC1)C1OCCO1